C(C)OC=1C=C(C=CC1OCC)C=1OC=C(N1)CC(=O)OCC ethyl [2-(3,4-diethoxyphenyl)oxazol-4-yl]acetate